2-amino-1-(8,8-dimethyl-3-((4-(trifluoromethyl)pyrimidin-2-yl)amino)-2-(3,4,5-trifluorophenyl)-5,6-dihydroimidazo[1,2-a]pyrazin-7(8H)-yl)ethan-1-one NCC(=O)N1C(C=2N(CC1)C(=C(N2)C2=CC(=C(C(=C2)F)F)F)NC2=NC=CC(=N2)C(F)(F)F)(C)C